N-((1S,4S)-4-(2-oxa-6-azaspiro[3.3]heptan-6-yl)cyclohexyl)-2-(3-((4-chloro-2-methoxyphenyl)amino)prop-1-yn-1-yl)-1-(2,2,2-trifluoroethyl)-1H-indol-4-amine C1OCC12CN(C2)C2CCC(CC2)NC=2C=1C=C(N(C1C=CC2)CC(F)(F)F)C#CCNC2=C(C=C(C=C2)Cl)OC